6'-amino-8'-chloro-5'-hydroxy-1'H-spiro[cyclohexane-1,4'-quinazolin]-2'(3'H)-one hemisulfate S(=O)(=O)(O)O.NC=1C(=C2C3(NC(NC2=C(C1)Cl)=O)CCCCC3)O.NC=3C(=C1C2(NC(NC1=C(C3)Cl)=O)CCCCC2)O